OC(COCC(CCCCCC)O)C 1-(2-hydroxypropoxy)-2-octanol